2-[3-[1-carboxy-5-[(5-iodo-pyridine-3-carbonyl)-amino]-pentyl]-ureido]-glutaric acid C(=O)(O)C(CCCCNC(=O)C=1C=NC=C(C1)I)NC(NC(C(=O)O)CCC(=O)O)=O